ClCCC[Si](OCC)(OCC)CCCC chloropropyl-butyl-diethoxysilane